C(C)(C)(C)OC(=O)N1[C@@H](CC(CC1)=O)C#C (S)-2-ethynyl-4-oxopiperidine-1-carboxylic acid tert-butyl ester